O=C(CCC1=CC=C(C(=O)OC)C=C1)NOC1OCCCC1 methyl 4-(3-oxo-3-(((tetrahydro-2H-pyran-2-yl)oxy)amino)propyl)benzoate